2-fluoro-5-methyl-4-((7-methyl-9-(1-methylpiperidin-4-yl)-8-oxo-8,9-dihydro-7H-purin-2-yl)amino)benzamide FC1=C(C(=O)N)C=C(C(=C1)NC1=NC=C2N(C(N(C2=N1)C1CCN(CC1)C)=O)C)C